C[Si](N[Si](C)(C)C)(C)C Hexamethyl-disilazan